methyl 2-[4-(hydroxymethyl)cyclohexyl]-5-[methyl-[6-(trifluoromethyl)pyridine-2-carbonyl]amino]indazole-6-carboxylate OCC1CCC(CC1)N1N=C2C=C(C(=CC2=C1)N(C(=O)C1=NC(=CC=C1)C(F)(F)F)C)C(=O)OC